(1aRS,7bSR)-5-(2-{N-[((S)-1-ethylpyrrolidine-2-yl)carbonyl]-N-methylamino-methyl}-4-fluorobenzenesulfonylamino)-1,1a,2,7b-tetrahydrocyclopropa[c]chromene-4-carboxylic acid C(C)N1[C@@H](CCC1)C(=O)N(C)CC1=C(C=CC(=C1)F)S(=O)(=O)NC1=CC=C2[C@@H]3[C@H](COC2=C1C(=O)O)C3 |&1:27,28|